COC1=CC=C(C=C1)C1=CC=CC(=N1)C(=O)NC=1C(=NN(C1)C)C1=NC=CC=C1 6-(4-methoxyphenyl)-N-(1-methyl-3-(pyridin-2-yl)-1H-pyrazol-4-yl)picolinamide